C(CCCCCC)C(C(=O)OCCCCCCC1NC(CN(C1)CCCCCCCO)CCCCCCOC(C(CCCCCCC)CCCCCCC)=O)CCCCCCC (4-(7-hydroxyheptyl)piperazine-2,6-diyl)bis(hexane-6,1-diyl) bis(2-heptylnonanoate)